(S)-3-chloro-4-((3,5-difluoropyridin-2-yl)methoxy-d2)-5',6-dimethyl-2'-(3-((R)-3-methyl-2-carbonylpyrrolidin-3-yl)-1H-pyrazol-1-yl)-2H-[1,4'-bipyridin]-2-one ClC=1C(N(C(=CC1OC([2H])([2H])C1=NC=C(C=C1F)F)C)C1=CC(=NC=C1C)N1N=C(C=C1)[C@]1(C(NCC1)=C=O)C)=O